C=1N=CN2C1CNCC2 5H,6H,7H,8H-imidazo[1,5-a]pyrazine